3,5-dihydroxy-6-methyl-octanoic acid OC(CC(=O)O)CC(C(CC)C)O